C(#N)C=1C(=NN(C1NCC1=CC=C(C=C1)F)C(=O)C=1C=C(C(=O)O)C=CC1)C1CN(C(C1)=O)C(CN1CCOCC1)=O 3-(4-cyano-5-{[(4-fluorophenyl)methyl]amino}-3-{1-[2-(morpholin-4-yl)acetyl]-5-oxopyrrolidin-3-yl}-1H-pyrazole-1-carbonyl)benzoic acid